tert-butyl (S)-((4-((4-(5-(5-fluoro-2-methoxypyridin-4-yl)-1H-pyrazole-3-carbonyl)-4-azaspiro[2.5]octane-7-carboxamido)methyl)-2-oxabicyclo[2.1.1]hexan-1-yl)methyl)carbamate FC=1C(=CC(=NC1)OC)C1=CC(=NN1)C(=O)N1C2(CC2)C[C@H](CC1)C(=O)NCC12COC(C1)(C2)CNC(OC(C)(C)C)=O